1,5-dideoxy-1,5-imino-(L)-ribitol N1C[C@@H](O)[C@@H](O)[C@@H](O)C1